N,N'-Bis(9-acridinyl)-1,6-hexanediamine C1=CC=CC2=NC3=CC=CC=C3C(=C12)NCCCCCCNC=1C2=CC=CC=C2N=C2C=CC=CC12